NCCNC=1C(=NC(=C(N1)C)SC1=C(C(=NC=C1)Cl)Cl)C(=O)O ((2-aminoethyl)amino)-6-((2,3-dichloropyridin-4-yl)thio)-5-methylpyrazine-2-carboxylic acid